C(C)(C)(C)OC(=O)N1C[C@H](CC1)OC1=NC=CC=C1OCC1=CC=CC=C1 (S)-3-((3-(benzyloxy)pyridin-2-yl)oxy)pyrrolidine-1-carboxylic acid tert-butyl ester